BrC1=NC(=C2C(N(C=NN21)CC2=NC(=NO2)[C@@H]2CO[C@H](C2)C2=CC=C(C=C2)Cl)=O)C |r| 7-bromo-5-methyl-3-[[3-[rac-(3R,5R)-5-(4-chlorophenyl)tetrahydro-furan-3-yl]-1,2,4-oxadiazol-5-yl]methyl]imidazo[5,1-f][1,2,4]triazin-4-one